C(C)(C)(C)OC(=O)N1CCC(CC1)CCOS(=O)(=O)C1=CC=C(C=C1)C 4-{2-[(4-Methylbenzenesulfonyl)oxy]}Ethyl-piperidine-1-carboxylic acid tert-butyl ester